2-{2-[(1H-1,3-Benzodiazol-2-ylmethyl)amino]ethyl}-5-chloro-N-[(3-fluoropyridin-2-yl)methyl]-1,3-thiazole-4-carboxamide N1C(=NC2=C1C=CC=C2)CNCCC=2SC(=C(N2)C(=O)NCC2=NC=CC=C2F)Cl